2-methyl-1H-indol-6-carbaldehyde CC=1NC2=CC(=CC=C2C1)C=O